C(CCCCCCCCCCCCCCCCCCCCCCCCCC)(=O)OCCCCCCCC\C=C/C[C@H](O)CCCCCC ricinoleyl heptacosanoate